COC(=O)C(CC)(O)C1=CC=CC=C1 methoxycarbonylphenylpropanol